2-[3-[(2-butyloctyl)oxy]-2-(sulphooxy)propyl]-3,4-dihydroisoquinolinium C(CCC)C(COCC(C[N+]1=CC2=CC=CC=C2CC1)OS(=O)(=O)O)CCCCCC